OC1(CC(C1)NC1=CC(=C(N=N1)C1=C(C=C(C=C1)C(F)(F)F)O)C)C 2-(6-(((trans)-3-hydroxy-3-methylcyclobutyl)amino)-4-methylpyridazin-3-yl)-5-(trifluoromethyl)phenol